COC1=CC=C(C=C1)N1C(=NC(=C1C(C1=C(C=CC=C1)O)=O)C1=CC=CC=C1)C1=CC=CC=C1 1-p-methoxyphenyl-2,4-diphenyl-5-o-hydroxybenzoyl-1H-imidazole